5,6-difluoro-4-(6-((1-(trifluoromethyl)cyclopropyl)ethynyl)-2,3,4,5-tetrahydro-1H-pyrido[3,4-b]azepin-1-yl)quinazolin-2(1H)-one FC1=C2C(=NC(NC2=CC=C1F)=O)N1C2=C(CCCC1)C(=CN=C2)C#CC2(CC2)C(F)(F)F